COC1=CC=CC=2N(C(NC21)=O)C2CCNCC2 4-Methoxy-1-(piperidin-4-yl)-2,3-dihydro-1H-1,3-benzodiazol-2-one